NC1=CC(=C(CN2N=CC=3C2=NC(=NC3Cl)N)C(=C1)F)F 1-(4-amino-2,6-difluorobenzyl)-4-chloro-1H-pyrazolo[3,4-d]pyrimidin-6-amine